C(=C)OC(C(=C)C)=O.C(C(=C)C)(=O)OC methyl methacrylate vinyl-methacrylate